2-(3-nitrophenyl)cyclopent-1-ene-1-carbohydrazide [N+](=O)([O-])C=1C=C(C=CC1)C1=C(CCC1)C(=O)NN